N[C@@H](CC1=CC=CC=C1)C(=O)OC(CCCCCCCCCC)CCCCCCCCCC henicosan-11-yl L-phenylalaninate